1-(3-chloro-2-fluorobenzyl)-4-((3-fluoro-4-methyl-6-((5-methyl-1H-pyrazol-3-yl)amino)pyridin-2-yl)methyl)piperidine-4-carboxylic acid ClC=1C(=C(CN2CCC(CC2)(C(=O)O)CC2=NC(=CC(=C2F)C)NC2=NNC(=C2)C)C=CC1)F